3-(4-chlorophenyl)-2-fluoro-N',3-dihydroxypropanimidamide ClC1=CC=C(C=C1)C(C(C(N)=NO)F)O